(2,5-dichlorobenzoyl)sodium benzenesulfonate C1(=CC=CC=C1)S(=O)(=O)O.ClC1=C(C(=O)[Na])C=C(C=C1)Cl